N-((5-methylfuran-2-yl)methyl)-2-((6-oxo-6H-benzo[c]benzopyran-3-yl)oxy)acetamide CC1=CC=C(O1)CNC(COC1=CC2=C(C3=C(C(O2)=O)C=CC=C3)C=C1)=O